tert-butyl [(2,2-difluoro-2H-1,3-benzodioxol-5-yl)oxy]acetate FC1(OC2=C(O1)C=CC(=C2)OCC(=O)OC(C)(C)C)F